6-[5-(3-{[(tert-butyldimethylsilyl)oxy]methyl}-2-fluorophenyl)-3-fluoropyridin-2-yl]-2-oxa-6-azaspiro[3.3]heptane [Si](C)(C)(C(C)(C)C)OCC=1C(=C(C=CC1)C=1C=C(C(=NC1)N1CC2(COC2)C1)F)F